2-chloro-N-(4-(8-ethyl-2-(((1r,4r)-4-(methyl-amino)cyclohexyl)amino)quinazolin-6-yl)-2-fluoro-phenyl)benzene-sulfonamide ClC1=C(C=CC=C1)S(=O)(=O)NC1=C(C=C(C=C1)C=1C=C2C=NC(=NC2=C(C1)CC)NC1CCC(CC1)NC)F